5-[[2-[(2R,5S)-2-(4-fluorophenyl)-5-methyl-1-piperidyl]-2-oxo-acetyl]amino]pyridine-3-carboxamide FC1=CC=C(C=C1)[C@@H]1N(C[C@H](CC1)C)C(C(=O)NC=1C=C(C=NC1)C(=O)N)=O